6-(benzyloxycarbonyl)-6-azaspiro[2.5]octane-1-carbonyl chloride C(C1=CC=CC=C1)OC(=O)N1CCC2(CC2C(=O)Cl)CC1